iso-tridecanal C(CCCCCCCCCC(C)C)=O